FC(C=1C=C(N=NC1)C(C)=O)(F)F 1-[5-(Trifluoromethyl)pyridazin-3-yl]ethanone